C(#N)[C@H]1N(C[C@]2(CC3(CC3)NC2=O)C1)C([C@H](CC(C)C)N(C([C@H](C)NC(C(F)(F)F)=O)=O)C)=O (S)-N-((S)-1-((5R,8S)-8-cyano-10-oxo-7,11-diazadispiro[2.1.45.23]undecan-7-yl)-4-methyl-1-oxopentan-2-yl)-N-methyl-2-(2,2,2-trifluoroacetamido)propanamide